BrC1=NC(=CC(=C1OCOC)C1=CC(=C(C=C1)N1C(N(C=C1)C)=O)Cl)NC 1-(4-(2-bromo-3-(methoxymethoxy)-6-(methylamino)pyridin-4-yl)-2-chlorophenyl)-3-methyl-1H-imidazol-2(3H)-one